S1C=NC(=C1)C=1C=C(N)C=CC1 3-(1,3-thiazol-4-yl)aniline